(7S)-7-[1-(azetidin-3-yl)-4-piperidyl]-2-(4-phenoxyphenyl)-4,5,6,7-tetrahydropyrazolo[1,5-a]pyrimidine-3-carboxamide N1CC(C1)N1CCC(CC1)[C@@H]1CCNC=2N1N=C(C2C(=O)N)C2=CC=C(C=C2)OC2=CC=CC=C2